(S)-3-(3-Methylpentyl)-1,4,2-dioxazol-5-one C[C@H](CCC1=NOC(O1)=O)CC